C(C)(C)(C)C1=CC=C(C=C1)N(C(=O)[C@@H]1N(CCC1)C(=O)OCC1=CC=CC=C1)C(C(=O)NCCN(C)C)C=1C=NC=CC1 Benzyl (2R)-2-[(4-tert-butylphenyl)-[2-[2-(dimethylamino)ethylamino]-2-oxo-1-(3-pyridyl)ethyl]carbamoyl]pyrrolidine-1-carboxylate